CC(CC(C)C)=NCCC[Si](OC)(OC)CC N-(1,3-dimethylbutylidene)-3-(ethyldimethoxysilyl)-1-propylamine